C(C)(C)(C)OC(N(C)C1CCN(CC1)C1=CC2=C(N(C(N2C)=O)C2C(NC(CC2)=O)=O)C=C1)=O (1-(1-(2,6-Dioxopiperidin-3-yl)-3-methyl-2-oxo-2,3-dihydro-1H-benzo[d]imidazol-5-yl)piperidin-4-yl)(methyl)carbamic acid tert-butyl ester